3-[2-(tert-butoxycarbonylamino)ethyldisulfanyl]propanoic acid C(C)(C)(C)OC(=O)NCCSSCCC(=O)O